2,3,5,6-tetrafluoro-N,N-bis(4-methoxybenzyl)-4-((methylamino)methyl)benzenesulfonamide FC1=C(C(=C(C(=C1F)CNC)F)F)S(=O)(=O)N(CC1=CC=C(C=C1)OC)CC1=CC=C(C=C1)OC